P-Menth-1-en-8-ol C1(=CCC(CC1)C(C)(C)O)C